N1=CC(=CC=C1)C=1C=C(CNC(OCCC=2C(OC3=CC(=CC=C3C2C)N(CC)CC)=O)=O)C=CC1 2-(7-(diethylamino)-4-methyl-2-oxo-2H-chromen-3-yl)ethyl (3-(pyridin-3-yl)benzyl)carbamate